OC1CNCCC1C1=NC(=C(C(=O)N)C=C1)C1=CC=C(C=C1)OC1=CC=CC=C1 6-(3-hydroxypiperidin-4-yl)-2-(4-phenoxyphenyl)nicotinamide